2-benzylisoquinolin C(C1=CC=CC=C1)N1CC2=CC=CC=C2C=C1